ClC1=NN(C(=C1)C1CC(N(CC1)C1=CC(=NN1)C1=CC=NC=C1)=O)C 4-(3-Chloro-1-methyl-1H-pyrazol-5-yl)-1-(3-(pyridin-4-yl)-1H-pyrazol-5-yl)piperidin-2-one